ClC1=C(C(=CC=C1)Cl)N1C=2N(C3=C(C1=O)C=NC(=N3)NC=3C=CC1=C(C[C@H]4[C@H](C(N1)=O)CNC4)C3)C=CN2 (3aS,10aS)-8-{[6-(2,6-dichlorophenyl)-5-oxo-5,6-dihydroimidazo[1,2-a]pyrimido[5,4-e]pyrimidin-2-yl]amino}-2,3,3a,5,10,10a-hexahydropyrrolo[3,4-c][1]benzazepin-4(1H)-one